6-(2-chloro-5-(isobutyrylaminomethyl)benzoylamino)-N-(4-(trifluoromethoxy)phenyl)-1H-indole-2-carboxamide ClC1=C(C(=O)NC2=CC=C3C=C(NC3=C2)C(=O)NC2=CC=C(C=C2)OC(F)(F)F)C=C(C=C1)CNC(C(C)C)=O